COC1=C2C(=CNC2=CC=C1)C(=O)N1CC2(CC1)CCC(CC2)NC=2C=NN(C2)CCO 2-(4-{[(5s,8s)-2-(4-methoxy-1H-indole-3-carbonyl)-2-azaspiro[4.5]decan-8-yl]amino}-1H-pyrazol-1-yl)ethan-1-ol